CN(C1=CC=C(C=C1)C(C1=CC=CC=C1)=O)C 4'-bismethylaminobenzophenone